Cl.C(C)OC1=CC=2N(C=C1NC(=O)N1CCC=3C1=NC=CC3N3CCNC1(CC1)C3)N=C(N2)C N-(7-ethoxy-2-methyl-[1,2,4]triazolo[1,5-a]pyridin-6-yl)-4-(4,7-diazaspiro[2.5]octan-7-yl)-2,3-dihydro-1H-pyrrolo[2,3-b]pyridine-1-carboxamide hydrochloride